(S)-2-(1-(benzyloxy)-3-((7-chloro-2,4-dihydroxy-6-(trifluoromethyl)quinazolin-8-yl)thio)propan-2-yl)-[1,2,4]triazolo[4,3-a]pyridin-3(2H)-one C(C1=CC=CC=C1)OC[C@@H](CSC=1C(=C(C=C2C(=NC(=NC12)O)O)C(F)(F)F)Cl)N1N=C2N(C=CC=C2)C1=O